COCOC1=C(C(=CC=C1)OCOC)C(C(=O)OCC)=O Ethyl (2,6-bis{[(methyloxy)methyl]oxy}phenyl)(oxo)acetate